COC(=O)C1=NC=C(C(=C1)C(=O)OC)Br.FC1(CCN(CC1)C1=CC(=CC=2N1N=CC2)C2=NN=C(O2)C2=C(C=C(N)C=C2)N2CCC1(CC1)CC2)F 4-(5-(7-(4,4-difluoropiperidin-1-yl)pyrazolo[1,5-a]pyridin-5-yl)-1,3,4-oxadiazol-2-yl)-3-(6-azaspiro[2.5]oct-6-yl)aniline Dimethyl-5-bromopyridine-2,4-dicarboxylate